OC1=NC=CC(=C1)OC 2-hydroxy-4-methoxypyridin